CS(=O)(=O)OCC#CC=1C(=NC(=C2C=C(C(N(C12)C)=O)C1(CCN(CC1)C(C)=O)OCC)Cl)C 3-(3-(1-acetyl-4-ethoxypiperidin-4-yl)-5-chloro-1,7-dimethyl-2-oxo-1,2-dihydro-1,6-Naphthyridin-8-yl)prop-2-yn-1-yl methanesulfonate